2-(1-(2,6-Difluoro-4-methoxyphenyl)-2-(4-(difluoromethoxy)benzamido)-1H-imidazol-4-yl)-2-methylpropanoate FC1=C(C(=CC(=C1)OC)F)N1C(=NC(=C1)C(C(=O)[O-])(C)C)NC(C1=CC=C(C=C1)OC(F)F)=O